O(C1=CC=CC=C1)C1CN(CC1)C=1C=C2C(=NC1)NC=C2C2CC(C2)C(=O)O 3-(5-(3-phenoxypyrrolidin-1-yl)-1H-pyrrolo[2,3-b]pyridin-3-yl)cyclobutane-1-carboxylic acid